2-(chloromethyl)-4-methylbenzo[d]oxazole ClCC=1OC2=C(N1)C(=CC=C2)C